Potassium (8-chloronaphthalen-1-yl)trifluoroborate ClC=1C=CC=C2C=CC=C(C12)[B-](F)(F)F.[K+]